3-(2-(7-(3-fluoro-4-(trifluoromethyl)phenoxy)-3,4-dihydroisoquinolin-2(1H)-yl)-2-oxoeth-yl)pyrrolidin-2-one FC=1C=C(OC2=CC=C3CCN(CC3=C2)C(CC2C(NCC2)=O)=O)C=CC1C(F)(F)F